NC12CC(C1)(C2)NC=2C(=CN(C(C2)=O)C21CC(C2)C1)C(=O)N[C@H](C)C1=C(C(=CC=C1)C(F)F)F (R)-4-((3-aminobicyclo[1.1.1]pentan-1-yl)amino)-1-(bicyclo[1.1.1]pentan-1-yl)-N-(1-(3-(difluoromethyl)-2-fluorophenyl)ethyl)-6-oxo-1,6-dihydropyridine-3-carboxamide